CN(C1=NC=CC(=C1)C1=NOC(=N1)[C@H](C)NC(=O)C1=CC(=NN1C)C(F)(F)F)C (S)-N-(1-(3-(2-(dimethylamino)pyridin-4-yl)-1,2,4-oxadiazol-5-yl)ethyl)-1-methyl-3-(trifluoromethyl)-1H-pyrazole-5-carboxamide